C(C)OC1=NC=C(C=N1)C1=CC=C(C(=N1)OC)NC(=O)C=1C(=NOC1C)C1=CC=CC=C1 [6-(2-ethoxypyrimidin-5-yl)-2-methoxy-3-pyridinyl]-5-methyl-3-phenyl-isoxazole-4-carboxamide